2,2'-thiobis(4-methyl-6-tert-butyl-phenol) S(C1=C(C(=CC(=C1)C)C(C)(C)C)O)C1=C(C(=CC(=C1)C)C(C)(C)C)O